((2-chloro-4-cyclopropylphenoxy)methyl)-6-(piperidin-4-ylmethyl)pyridine ClC1=C(OCC2=NC(=CC=C2)CC2CCNCC2)C=CC(=C1)C1CC1